5-(N-(2-((2-chloro-N-(furan-2-ylmethyl)benzoylamino)methyl)-4,5-dimethoxyphenyl)-N-ethylsulfamoyl)-3-methylbenzofuran-2-carboxylic acid ethyl ester C(C)OC(=O)C=1OC2=C(C1C)C=C(C=C2)S(N(CC)C2=C(C=C(C(=C2)OC)OC)CN(CC=2OC=CC2)C(C2=C(C=CC=C2)Cl)=O)(=O)=O